N-(1-cyanoisopropyl)-N-methyl-2-amino-3,5-dichlorobenzamide C(#N)C(C)(C)N(C(C1=C(C(=CC(=C1)Cl)Cl)N)=O)C